boron di(maleic acid) C(\C=C/C(=O)O)(=O)O.C(\C=C/C(=O)O)(=O)O.[B]